C(C=C)(=O)O.C(C=C)(=O)O.O1CC1 oxirane di-2-propenoate